maleic acid, calcium salt [Ca+2].C(\C=C/C(=O)[O-])(=O)[O-]